COC(=O)C=1C(=C2CCCC2=C(C1)CNCCNC(C)=O)OCC=1C(=C(C=CC1)C1=CC=CC=C1)C 7-(((2-acetamidoethyl)amino)methyl)-4-((2-methyl-[1,1'-biphenyl]-3-yl)methoxy)-2,3-dihydro-1H-indene-5-carboxylic acid methyl ester